3,5-difluoro-4-hydroxybenzamide, formate salt C(=O)O.FC=1C=C(C(=O)N)C=C(C1O)F